Cyclooct-2-yn-1-yl(2-(N-benzyl-2-iodoacetamido)ethyl)carbamate C1(C#CCCCCC1)OC(NCCN(C(CI)=O)CC1=CC=CC=C1)=O